IC1=CC=C(C=C1)N1C(=CC=C1)C=O 1-(4-iodophenyl)-1H-pyrrole-2-carbaldehyde